BrC1=CC=C(S1)C=1N(C(C2=C(N(C(C21)=O)CCCCC(CCCCCCC)CCCCCCCCCC)C=2SC(=CC2)Br)=O)CCCCC(CCCCCCC)CCCCCCCCCC 3,6-Bis(5-bromothiophen-2-yl)-2,5-bis(5-decyldodecyl)pyrrolo[3,4-C]pyrrole-1,4(2h,5h)dione